4-hydroxy-phenoxazine OC1=CC=CC=2NC3=CC=CC=C3OC12